ClC=1C=C2C(NC(C2=CC1[N+](=O)[O-])=O)=O 5-chloro-6-nitroisoindole-1,3-dione